CC=1NC(=C(C(C1C(=O)OCCN1CCN(CC1)C1=NC=CC=N1)C1=CSC=C1)[N+](=O)[O-])C 1,4-Dihydro-2,6-dimethyl-5-nitro-4-(3-thienyl)-3-pyridinecarboxylic acid, {2-[4-(2-pyrimidinyl)-1-piperazinyl]ethyl} ester